C/C=C(\\C)/C(=O)O[C@H]1[C@@]2(C[C@@]3([C@]1([C@H](C4=C5[C@H](C(=O)O[C@H]([C@@]5(CC[C@@H]4[C@@]3([C@H]2CC(=O)OC)C)C)C6=COC=C6)OC(=O)C)OC(=O)C)O)O)C The molecule is a limonoid with a phragmalin skeleton isolated from the leaves of Trichilia connaroides. It has a role as a metabolite and a plant metabolite. It is an acetate ester, a delta-lactone, a bridged compound, a member of furans, a limonoid, an organic heteropentacyclic compound, an enoate ester and a methyl ester. It derives from a tiglic acid.